2,6-dimethoxyhexyl-4-pyrone COC(CC=1OC=CC(C1)=O)CCCCOC